BrCC1=NC(=CC=C1)CBr C2,6-bis(bromomethyl)pyridine